C(C)(C)(C)OC(=O)N1C[C@H](CC1)OC1=C(C=C(C=C1)C(=O)OC)Br (S)-3-(2-bromo-4-(methoxycarbonyl)phenoxy)pyrrolidine-1-carboxylic acid tert-butyl ester